dibutylaminocoumarin C(CCC)N(CCCC)C=1C(OC2=CC=CC=C2C1)=O